6'-(benzyloxy)-2'-bromospiro[cyclohexane-1,1'-indene]-4-one C(C1=CC=CC=C1)OC1=CC=C2C=C(C3(C2=C1)CCC(CC3)=O)Br